NC=1C(=C2C(=NN(C2=C(C1)Cl)C)N1C(C2=CC=CC=C2C1=O)=O)OC1=C(C=CC(=C1)F)Cl 2-(5-Amino-7-chloro-4-(2-chloro-5-fluorophenoxy)-1-methyl-1H-indazol-3-yl)isoindoline-1,3-dione